tert-butyl (2S,5S)-5-(((tert-butyldiphenylsilyl)oxy)methyl)-2-((2-(4-fluoro-7-methyl-isoquinolin-1-yl)propan-2-yl)carbamoyl)morpholine-4-carboxylate [Si](C1=CC=CC=C1)(C1=CC=CC=C1)(C(C)(C)C)OC[C@@H]1CO[C@@H](CN1C(=O)OC(C)(C)C)C(NC(C)(C)C1=NC=C(C2=CC=C(C=C12)C)F)=O